CNC(O[C@@H]1CC[C@H](CC1)C(N(C[C@@H]1CC[C@H](CC1)C1=CC(=C(C=C1)OC)C)C1=CC(=CC=C1)C=1C=NC(=CC1)N(C)C)=O)=O trans-4-((3-(6-(Dimethylamino)pyridine-3-yl)phenyl)((trans-4-(4-methoxy-3-methylphenyl)cyclohexyl) methyl)carbamoyl)cyclohexyl methylcarbamate